2-(4-methylsulfonyl-2-nitrobenzoyl)cyclohexane-1,3-dione CS(=O)(=O)C1=CC(=C(C(=O)C2C(CCCC2=O)=O)C=C1)[N+](=O)[O-]